10-iodo-4,6,8-trimethylundecyl heptyloxymethyl ether C(CCCCCC)OCOCCCC(CC(CC(CC(C)I)C)C)C